4-[(1R)-2-amino-1-hydroxyethyl]benzene-1,2-diol NC[C@H](O)C=1C=C(C(=CC1)O)O